CNS(=O)(=O)C1=CC(=C(C=C1)OC1=CC=C(C=C1)C(F)(F)F)C1=NN2C(N=CC=C2)=N1 N-methyl-3-([1,2,4]triazolo[1,5-a]pyrimidin-2-yl)-4-[4-(trifluoromethyl)phenoxy]benzene-1-sulfonamide